4-((2R,3S,5R)-3-(4-fluoro-2-methoxy-3-methylphenyl)-5-methyl-5-(trifluoromethyl)tetrahydrofuran-2-carboxamido)picolinamide FC1=C(C(=C(C=C1)[C@H]1[C@@H](O[C@](C1)(C(F)(F)F)C)C(=O)NC1=CC(=NC=C1)C(=O)N)OC)C